C(C1=CC=CC=C1)(=O)N1C(N(C=CC1=O)[C@H]1[C@@H]([C@@H]([C@H](O1)/C=C/P(OC)(OC)=O)O)CC#N)=O dimethyl ((E)-2-((2R,3S,4R,5R)-5-(3-benzoyl-2,4-dioxo-3,4-dihydropyrimidin-1(2H)-yl)-4-(cyanomethyl)-3-hydroxytetrahydrofuran-2-yl)vinyl)phosphonate